CN(CCCCCCCCN(C)C)C N1,N1,N8,N8-tetramethyloctane-1,8-diamine